(S)-1-cyclopropyl-7-(piperidin-3-ylamino)-2,6-naphthyridine-3-carbonitrile C1(CC1)C1=NC(=CC2=CN=C(C=C12)N[C@@H]1CNCCC1)C#N